1-(±)-[1-Benzyl-3-[(4,5-dichloro-1-methyl-indole-2-carbonyl)amino]-3-piperidyl]benzoate C(C1=CC=CC=C1)N1CC(CCC1)(NC(=O)C=1N(C2=CC=C(C(=C2C1)Cl)Cl)C)C1(C(=O)[O-])CC=CC=C1